BrC1=CC=C2C(=C(N3C(C2=C1)=NC=N3)C(=O)NCC(=O)OCC)O ethyl (9-bromo-6-hydroxy-[1,2,4]triazolo[5,1-a]isoquinoline-5-carbonyl)glycinate